C(C=C)C=1C=CC(=C(C1)C1=NOC(=C1)CO)OC (3-(5-allyl-2-methoxyphenyl)isoxazole-5-yl)methanol